NC(C(=O)O)C(CO)O 2-amino-3,4-dihydroxybutyric acid